C(C)(C)(C)OC(=O)N1CCC(CC1)OC(=O)N1CCC(CC1)N1N=C2C=C(C(=CC2=C1)C(=O)OC)OC(C)C methyl 2-[1-[(1-tert-butoxycarbonyl-4-piperidinyl) oxycarbonyl]-4-piperidinyl]-6-isopropoxy-indazole-5-carboxylate